ClC1=C(C=C(C=N1)CCC(=O)O)F 3-(6-chloro-5-fluoropyridin-3-yl)propanoic acid